Tert-butyl (3R,5R)-3-fluoro-5-hydroxypiperidine-1-carboxylate F[C@H]1CN(C[C@@H](C1)O)C(=O)OC(C)(C)C